CN1N=C(C=C1C(=O)OC)S(N)(=O)=O methyl 2-methyl-5-sulfamoylpyrazole-3-carboxylate